FC(OC1=NC=CC(=C1)[C@@H](C)N)F |r| (+/-)-1-(2-(difluoromethoxy)pyridin-4-yl)ethan-1-amine